N1-(1-oxo-1-(((S)-3-oxo-1-((S)-2-oxopyrrolidin-3-yl)-4-(trifluoromethoxy)butan-2-yl)amino)-3-(tetrahydro-2H-pyran-4-yl)propan-2-yl)-N2-(2,2,2-trifluoroethyl)-oxalamide O=C(C(CC1CCOCC1)NC(C(=O)NCC(F)(F)F)=O)N[C@@H](C[C@H]1C(NCC1)=O)C(COC(F)(F)F)=O